C1=C(C=CC2=CC=CC=C12)C(=O)N[C@@H](C(=O)N1[C@@H](CCC1)C(=O)NC(C(C(=O)NCC(=O)OC)=O)C(C)C)CC1CCCCC1 Methyl (3-((S)-1-((R)-2-(2-naphthamido)-3-cyclohexylpropanoyl)pyrrolidin-2-carboxamido)-4-methyl-2-oxopentanoyl)glycinat